FC1=C(C=CC=C1C[C@@H]1N(CC2(CC2)[C@@H]1NS(=O)(=O)CF)C(=O)NCC1(CC1)F)C1=CC=CC=C1 (6S,7S)-6-((2-fluoro-[1,1'-biphenyl]-3-yl)methyl)-N-((1-fluorocyclopropyl)methyl)-7-((fluoromethyl)sulfonamido)-5-azaspiro[2.4]heptane-5-carboxamide